N[C@@H](CCC(=O)CC(=O)N)C(=O)O L-gamma-glutamylacetamide